FC(CC1=C(NC2=C(NC3=C2C(NCC3)=O)C3=C(C=NC=C3)OCC3OCCOC3)C=CC=C1F)F 3-[2-(2,2-difluoroethyl)-3-fluoro-anilino]-2-[3-(1,4-dioxan-2-ylmethoxy)-4-pyridyl]-1,5,6,7-tetrahydropyrrolo[3,2-c]pyridin-4-one